ClC1=CC(=C(C=C1)C=1C=2N(N=C(C1)[C@@H]1C[C@@H](OCC1)C1=CN(C(C=C1)=O)CC1COC1)C(C(=C(N2)C)C)=O)F |r| racemic-9-(4-chloro-2-fluoro-phenyl)-7-[rac-(2R,4S)-2-[6-keto-1-(oxetan-3-ylmethyl)-3-pyridyl]tetrahydropyran-4-yl]-2,3-dimethyl-pyrimido[1,2-b]pyridazin-4-one